(1R,4R,5R)-4-iodo-6-oxabicyclo[3.2.1]Octane-7-one I[C@@H]1CC[C@H]2C(O[C@@H]1C2)=O